(1S,2S,3S,6R)-6-(((4-((4-chlorophenoxy)methyl)cyclohexyl)methyl)amino)-4-(fluoromethyl)cyclohex-4-ene-1,2,3-triol ClC1=CC=C(OCC2CCC(CC2)CN[C@@H]2C=C([C@@H]([C@@H]([C@H]2O)O)O)CF)C=C1